NC1=NNC2=CC=C(C=C12)C1=CC(=NC=C1)NC(=O)C1CC1 N-(4-(3-amino-1H-indazol-5-yl)pyridin-2-yl)cyclopropanecarboxamide